(R)-6-(4-(8-aminooctyl)piperazin-1-yl)-N-(1-(3-fluorophenyl)piperidin-3-yl)pyrimidin-4-amine NCCCCCCCCN1CCN(CC1)C1=CC(=NC=N1)N[C@H]1CN(CCC1)C1=CC(=CC=C1)F